FC1=CC(=C(C=2NC(=NC21)C(Cl)(Cl)Cl)C)F 4,6-difluoro-7-methyl-2-(trichloromethyl)-1H-benzo[d]imidazole